C(C)(C)(C)OC(=O)N1C(CN(CC1C)C1=C(C(=CC(=C1)C=C(C)C)F)C#N)C.P(S)(O)(O)=S dithiophosphoric acid tert-butyl-4-(2-cyano-3-fluoro-5-(2-methylprop-1-en-1-yl)phenyl)-2,6-dimethylpiperazine-1-carboxylate